C(C=C)(=O)N1[C@H](CN(C[C@H]1C)C1=NC(N2C3=C(C(=C(C=C13)C(F)(F)F)C=1SC=C(C1)Cl)SC[C@H](C2)N2C(C1=CC=CC=C1C2)=O)=O)C (S)-8-((3S,5R)-4-propenoyl-3,5-dimethylpiperazin-1-yl)-11-(4-chlorothien-2-yl)-3-(1-oxoisoindolin-2-yl)-10-(trifluoromethyl)-3,4-dihydro-2H,6H-[1,4]thiazepino[2,3,4-ij]quinazolin-6-one